S(N)(OC[C@@H]1[C@H](C[C@@H](C1)NC1=NC=NC=C1C(=O)C=1SC=C(C1)CN1C=CC2=CC=C(C=C12)C(F)(F)F)O)(=O)=O [(1R,2S,4R)-2-hydroxy-4-({5-[(4-{[6-(trifluoromethyl)-1H-indol-1-yl]methyl}-2-thienyl)carbonyl]pyrimidin-4-yl} amino)cyclopentyl]methyl sulfamate